OC=1C=CC=C2C=CC(=NC12)[O-] 8-hydroxyquinolinolate